C(C)(C)N1C(=NN=C1C)C=1C(=NC=CC1)N (4-isopropyl-5-methyl-4H-1,2,4-triazol-3-yl)pyridin-2-amine